3-fluoro-4-({4-[({2-[methyl(methylsulfonyl)amino]pyridin-3-yl}methyl)amino]-5-(trifluoromethyl)pyrimidin-2-yl}amino)benzamide formic acid salt C(=O)O.FC=1C=C(C(=O)N)C=CC1NC1=NC=C(C(=N1)NCC=1C(=NC=CC1)N(S(=O)(=O)C)C)C(F)(F)F